9-(2-((S)-2-((2S,6R)-2,6-dimethylmorpholin-4-carbonyl)pyrrolidin-1-yl)pyrimidin-5-yl)-6,7-dimethoxynaphtho[2,3-c]furan-1(3H)-one C[C@H]1CN(C[C@H](O1)C)C(=O)[C@H]1N(CCC1)C1=NC=C(C=N1)C1=C2C=C(C(=CC2=CC2=C1C(OC2)=O)OC)OC